(Z)-2-cyano-3-hydroxy-N-(5-methoxy-4-phenylpyrimidin-2-yl)-3-(5-methylisoxazol-4-yl)acrylamide C(#N)/C(/C(=O)NC1=NC=C(C(=N1)C1=CC=CC=C1)OC)=C(\C=1C=NOC1C)/O